ethyl 6-isopropyl-4-(methoxymethyl)-9H-pyrido[3,4-b]indole-3-carboxylate C(C)(C)C=1C=C2C3=C(NC2=CC1)C=NC(=C3COC)C(=O)OCC